(R)-2-methyl-1-(2-(1-(2-(3-methylpyrazin-2-yl)-2-azaspiro[3.4]oct-6-yl)piperidin-4-yl)phenoxy)propan-2-ol CC(COC1=C(C=CC=C1)C1CCN(CC1)[C@H]1CC2(CN(C2)C2=NC=CN=C2C)CC1)(C)O